(S)-3-(3-((5-chloropyridin-2-yl)thio)pyrrolidin-1-yl)-2'-isopropyl-[1,1'-biphenyl]-4-carbaldehyde ClC=1C=CC(=NC1)S[C@@H]1CN(CC1)C=1C=C(C=CC1C=O)C1=C(C=CC=C1)C(C)C